(R)-N'-((2,3-dicyclopropyl-6,7-dihydro-5H-cyclopenta[b]pyridin-4-yl)carbamoyl)-3-fluoro-5-(2-hydroxypropan-2-yl)thiophene-2-sulfonimidamide C1(CC1)C1=C(C(=C2C(=N1)CCC2)NC(=O)N=[S@](=O)(N)C=2SC(=CC2F)C(C)(C)O)C2CC2